[6-(cyclohexylmethoxy)-2-pyridinyl]tetrahydropyran-4-carboxamide C1(CCCCC1)COC1=CC=CC(=N1)C1OCCC(C1)C(=O)N